tetra-tert-butyl 2,2',2'',2'''-((2S,5S,8S,11S)-2,5,8,11-tetraisobutyl-1,4,7,10-tetraazacyclododecane-1,4,7,10-tetrayl)tetraacetate C(C(C)C)[C@@H]1N(C[C@@H](N(C[C@@H](N(C[C@@H](N(C1)CC(=O)OC(C)(C)C)CC(C)C)CC(=O)OC(C)(C)C)CC(C)C)CC(=O)OC(C)(C)C)CC(C)C)CC(=O)OC(C)(C)C